ClC=1C(=CC2=C(C1)COC=1N=C(SC12)N(C1CC(NC(C1)(C)C)(C)C)C)F 7-Chloro-8-fluoro-N-methyl-N-(2,2,6,6-tetramethylpiperidin-4-yl)-5H-isochromeno[3,4-d]thiazol-2-amine